O(C)C1=C2C(=NC(=C1)NC1=NNC(=C1)C)N(C=N2)C21CCCC(CC2)N1CCC#N (3-exo)-3-((7-methoxyl-5-((5-methyl-1H-pyrazol-3-yl)amino)-3H-imidazo[4,5-b]pyridin-3-yl)-8-azabicyclo[3.2.1]oct-8-yl)propionitrile